2-[1-[(4-methylphenyl)methyl]-5-oxopyrrolidin-2-yl]-N-methylsulfonylacetamide CC1=CC=C(C=C1)CN1C(CCC1=O)CC(=O)NS(=O)(=O)C